5-(3-aminophenyl)-N-(4-chloro-1-(tetrahydro-2H-pyran-2-yl)-1H-indazol-5-yl)isoxazol-3-amine NC=1C=C(C=CC1)C1=CC(=NO1)NC=1C(=C2C=NN(C2=CC1)C1OCCCC1)Cl